F[C@@H]1[C@@H](C1)C(=O)NC1=CC=C2C(=N1)NN=C2C2=C(C=CC=C2)OC([2H])([2H])[2H] (1S,2S)-2-fluoro-N-(3-(2-(methoxy-d3)phenyl)-1H-pyrazolo[3,4-b]pyridin-6-yl)cyclopropane-1-carboxamide